CC[C@]1(C[C@@H](C2=C(C3=C(C=C2[C@H]1C(=O)OC)C(=O)C4=C(C3=O)C(=CC=C4)O)O)O)O The molecule is an anthracycline, a member of tetracenequinones, a methyl ester and a tertiary alcohol. It has a role as an antineoplastic agent.